BrCCCNC(C(F)(F)N=[N+]=[N-])=O Bromopropylazidodifluoroacetamide